[2-Chloro-5-(7-morpholin-4-yl-quinazolin-4-yl)-phenyl]-(9-methyl-9H-purin-6-yl)-methanol ClC1=C(C=C(C=C1)C1=NC=NC2=CC(=CC=C12)N1CCOCC1)C(O)C1=C2N=CN(C2=NC=N1)C